tert-Butyl N-[4-[4-[8-[4-[2-(1,1-dimethylpiperidin-1-ium-4-yl)ethyl-methyl-carbamoyl]-3-methyl-anilino]imidazo[1,2-a]pyrazin-3-yl]phenoxy]but-2-ynyl]carbamate Iodide [I-].C[N+]1(CCC(CC1)CCN(C(=O)C1=C(C=C(NC=2C=3N(C=CN2)C(=CN3)C3=CC=C(OCC#CCNC(OC(C)(C)C)=O)C=C3)C=C1)C)C)C